CCCCCCCCC(CCCCCCCC)OC(CCCCCCCN(CCCCCCCC(=O)OCCC(CCCC)CCCC)CCCNC1=NC=CC=C1[N+](=O)[O-])=O 3-butylheptyl 8-((8-(heptadecan-9-yloxy)-8-oxooctyl)(3-((3-nitropyridin-2-yl)amino)propyl)amino)octanoate